4-(4-(3-aminopyrrolidin-1-yl)-8-fluoro-2-(((2R,7aS)-2-fluorotetrahydro-1H-pyrrolizin-7a(5H)-yl)methoxy)pyrido[4,3-d]pyrimidin-7-yl)-5-ethynyl-6-fluoronaphthalen-2-ol NC1CN(CC1)C=1C2=C(N=C(N1)OC[C@]13CCCN3C[C@@H](C1)F)C(=C(N=C2)C2=CC(=CC1=CC=C(C(=C21)C#C)F)O)F